C(CCCCCCCC(=O)OC(CCCC)CCCCCCCC)(=O)OC1=CC=C(C=C1)CC(=O)OCCC1CCN(CC1)CCSSCCN1CCC(CC1)CCOC(CC1=CC=C(C=C1)OC(CCCCCCC\C=C/CCCCCCCC)=O)=O 1-(4-(2-(2-(1-(2-((2-(4-(2-(2-(4-(oleoyloxy)phenyl)acetoxy)ethyl)piperidin-1-yl)ethyl)disulfaneyl)ethyl)piperidin-4-yl)ethoxy)-2-oxoethyl)phenyl) 9-(tridecan-5-yl) nonanedioate